1-((1H-benzo[d]imidazol-5-yl)methyl)-N-(3-(trifluoromethoxy)phenyl)indolin-6-carboxamid N1C=NC2=C1C=CC(=C2)CN2CCC1=CC=C(C=C21)C(=O)NC2=CC(=CC=C2)OC(F)(F)F